6-benzyl-7-chloro-4-((2S,3S,4R,5R,6R)-3,4,5-tris(benzyloxy)-6-((benzyloxy)methyl)tetrahydro-2H-pyran-2-yl)-2,3-dihydrobenzofuran C(C1=CC=CC=C1)C1=C(C2=C(CCO2)C(=C1)[C@@H]1O[C@@H]([C@H]([C@@H]([C@H]1OCC1=CC=CC=C1)OCC1=CC=CC=C1)OCC1=CC=CC=C1)COCC1=CC=CC=C1)Cl